[2H]C(C1=C(C(=CC=C1)C([2H])([2H])[2H])C1=NC(=NC(=C1)OC[C@@H](CC(C)C)NC1CC2(CC2)C1)NS(=O)(=O)C=1C=C(C(=O)O)C=CC1)([2H])[2H] 3-[[4-[2,6-bis(trideuterio-methyl)phenyl]-6-[(2R)-4-methyl-2-(spiro[2.3]hexan-5-ylamino)pentoxy]pyrimidin-2-yl]sulfamoyl]benzoic acid